1-[4-(chloromethyl)phenyl]-3-[(4-chlorophenyl)methyl]urea ClCC1=CC=C(C=C1)NC(=O)NCC1=CC=C(C=C1)Cl